CC(C)NC1CCC1 3-(prop-2-ylamino)cyclobutane